4-(5-(((R)-2,3-dihydro-1H-inden-1-yl)carbamoyl)thiophen-2-yl)-6-(2-(4-fluorophenyl)-2-hydroxyethyl)-2-isobutyl-5-(5-methyl-1,3,4-oxadiazol-2-yl)nicotinamide [C@H]1(CCC2=CC=CC=C12)NC(=O)C1=CC=C(S1)C1=C(C(=NC(=C1C(=O)N)CC(C)C)CC(O)C1=CC=C(C=C1)F)C=1OC(=NN1)C